BrC1=CC(=CC(=N1)C(=O)OC)Cl 6-Bromo-4-chloro-2-(methoxycarbonyl)pyridine